N-(2-pyridinyl)-2H-1,2-benzothiazine-3-carboxamide N1=C(C=CC=C1)NC(=O)C=1NSC2=C(C1)C=CC=C2